NC1=C(C=NN1C(C)(C)C)C(=O)NCC#CC=1SC2=C(C1CC(F)(F)F)C=CC=C2N[C@H]2[C@H](CN(CC2)C)F 5-amino-1-tert-butyl-N-[3-(7-{[(3S,4R)-3-fluoro-1-methylpiperidin-4-yl]amino}-3-(2,2,2-trifluoroethyl)-1-benzothiophen-2-yl)prop-2-yn-1-yl]-1H-pyrazole-4-carboxamide